N-(2-(benzo[d][1,3]dioxol-5-ylmethoxy)-4-(4,4,5,5-tetramethyl-1,3,2-dioxaborolan-2-yl)phenyl)-1,1-difluoromethane-sulfonamide O1COC2=C1C=CC(=C2)COC2=C(C=CC(=C2)B2OC(C(O2)(C)C)(C)C)NS(=O)(=O)C(F)F